(3-chlorobicyclo[1.1.1]pent-1-yl)-9,9-difluoro-10-oxospiro[4.5]decane-7-carboxamide ClC12CC(C1)(C2)C2CCCC21CC(CC(C1=O)(F)F)C(=O)N